tert-butyl N-[[2-methyl-4-[2-(4-oxobutyl)pyrazolo[4,3-b]pyridin-7-yl]phenyl]methyl]carbamate CC1=C(C=CC(=C1)C=1C=2C(N=CC1)=CN(N2)CCCC=O)CNC(OC(C)(C)C)=O